tert-butyl 3-(4-hydroxyphenyl)sulfanylazetidine-1-carboxylate OC1=CC=C(C=C1)SC1CN(C1)C(=O)OC(C)(C)C